6-(1-(2,2-difluoroethyl)-4-(2-hydroxy-phenyl)-1H-imidazol-5-yl)imidazo[1,2-b]pyridazine-3-carbonitrile FC(CN1C=NC(=C1C=1C=CC=2N(N1)C(=CN2)C#N)C2=C(C=CC=C2)O)F